methyl 4-(3,5-difluoro-2-(1-fluoroethyl) phenyl)-2-(fluoromethyl)-5-oxo-4,5,6,7-tetrahydro-1H-cyclopenta[b]pyridine-3-carboxylate FC=1C(=C(C=C(C1)F)C1C2=C(NC(=C1C(=O)OC)CF)CCC2=O)C(C)F